2-Vinyl-4,6-dimethyl-1,3,5-triazine C(=C)C1=NC(=NC(=N1)C)C